CC1=NOC(=C1NC(=O)O[C@H](C)C1=C(C=CC=C1)Cl)C1=CC=C(C=C1)NC(=O)[C@@H]1[C@H](CCCC1)C(=O)O (1S,2S)-2-({4-[3-methyl-4-({[(1R)-1-(2-chlorophenyl)ethoxy]carbonyl}amino)-1,2-oxazol-5-yl]phenyl}carbamoyl)cyclohexane-1-carboxylic acid